OC=1C=C(C#N)C=C(C1C(=O)N1CC2=CC=C(C=C2C1)OC)O 3,5-dihydroxy-4-(5-methoxyisoindoline-2-carbonyl)benzonitrile